CC1(OCC(C(C1OC)=C=O)(C(=O)[O-])C)C(=O)[O-] 2-methyl-5-methyl-3-methoxy-4-carbonyl-4H-pyran-2,5-dicarboxylate